NC1=NC2=C(C=C(C=C2C=N1)Cl)C 2-amino-6-chloro-8-methylquinazolin